C(CCC)C1(N(S(C2=C(N(C1)C1=CC=CC=C1)C=C(C(=C2)CSCC(=O)OCC)SC)(=O)=O)C)CCCC Ethyl 2-(((3,3-dibutyl-2-methyl-7-(methylthio)-1,1-dioxido-5-phenyl-2,3,4,5-tetrahydro-1,2,5-benzothiadiazepin-8-yl)methyl)thio)acetate